COC1=C(N)C=C(C(=C1)N1CCC(CC1)N1CCN(CC1)C)C 2-methoxy-5-methyl-4-[4-(4-methylpiperazin-1-yl)-1-piperidyl]aniline